BrC=1C=C2N3C45CCCC(N(CCOC=6N(N=CC6C=6C(N(C=C(C(NC3=NC2=CC1)=O)C6)C)=O)C)C4)C5 5-bromo-15,21-dimethyl-23-oxa-2,9,11,15,20,21,26-heptaazaheptacyclo[24.4.1.1^{1,27}.1^{13,17}.0^{2,10}.0^{3,8}.0^{18,22}]tritriaconta-3,5,7,9,13,17(33),18(22),19-octaene-12,16-dione